C(#N)C=1C=C2CCCN(C2=C(C1)C1=C2C(=NC=C1)C=C(S2)[C@@H](C)O)[C@H]2CN(CC2)C(=O)OC(C)(C)C (R)-tert-butyl 3-(6-cyano-8-(2-((R)-1-hydroxyethyl)thieno[3,2-b]pyridin-7-yl)-3,4-dihydroquinolin-1(2H)-yl)pyrrolidine-1-carboxylate